tert-butyl 4-cyano-4-((tetrahydro-2H-pyran-4-yl)methyl)piperidine-1-carboxylate C(#N)C1(CCN(CC1)C(=O)OC(C)(C)C)CC1CCOCC1